C1(=CC=CC=C1)C1=CC=C(C=C1)CC(=O)O 4-phenyl-phenylacetic acid